C(C)(C)(C)OC(NC1(CN(C1)C1=NC(=C(N=C1)C(C1=C(C(=CC=C1)Cl)Cl)=O)Cl)C)=O N-{1-[6-chloro-5-(2,3-dichlorobenzoyl)pyrazine-2-yl]-3-methylazetidin-3-yl}carbamic acid tert-butyl ester